FC(C1=C(C=CC=C1)S(=O)(=O)[O-])(F)F.C1(=CC=CC=C1)[S+](C1=CC=C(C=C1)C(C)(C)C)C1=CC=CC=C1 diphenyl-(4-tert-butylphenyl)sulfonium 2-trifluoromethylbenzenesulfonate